4,4'-diphenylene diphosphonite P1OC2=C(C=CC=C2)OPOC2=C(C=CC=C2)O1